C1(CC1)C(=O)NC1=CC=C(C=C1)C(CSC1=NN=NN1C1=C(C(=O)O)C=CC=C1)=O (5-((2-(4-(cyclopropanecarboxamido)phenyl)-2-oxoethyl)thio)-1H-tetrazol-1-yl)benzoic acid